2-amino-benzo[d]thiazol-2-amine NC1(SC2=C(N1)C=CC=C2)N